Cl.N(N)C([C@H](CC1=CNC2=CC=CC=C12)NC(OCC1=CC=CC=C1)=O)=O benzyl (S)-(1-hydrazineyl-3-(1H-indol-3-yl)-1-oxopropan-2-yl)carbamate hydrochloride salt